FC=1C=2N(C=CC1)N=C(C2)C2NCCC1=C2N=CN1 4-(4-fluoropyrazolo[1,5-a]pyridin-2-yl)-4,5,6,7-tetrahydro-1H-imidazo[5,4-c]pyridine